NC1CCC(CC1)NC1=NC=CC(=N1)C=1C(=NC=CC1)OC1=CC=C(C2=CC=CC=C12)NC(=O)NC1CC1 1-(4-(3-(2-((1r,4r)-4-aminocyclohexylamino)pyrimidin-4-yl)pyridin-2-yloxy)Naphthalen-1-yl)-3-cyclopropylurea